COC1=C2C=C(NC2=CC=C1)C(=O)O 4-MethoxyindolCarboxylic Acid